C1CC12CCN(CC2)C2=C(C(=O)O)C=CC(=C2)I 6-azaspiro[2.5]octane-6-yl-4-iodobenzoic acid